CC=1C=CC2=C(N(C(N2)=O)CC2=CC=C(CNC(OC(C)(C)C)=O)C=C2)C1 tert-butyl (4-((6-methyl-2-oxo-2,3-dihydro-1H-benzo[d]imidazol-1-yl)methyl)benzyl)carbamate